methyl maleate potassium salt [K+].C(\C=C/C(=O)[O-])(=O)OC